3-phenylindole C1(=CC=CC=C1)C1=CNC2=CC=CC=C12